FC(CC)(F)C1=CC=NC=C1 4-(1,1-difluoropropyl)pyridine